NC1=C(C=C(C=C1F)C(=O)C1=CC=C2C(=CC=CN12)C1=CC2=C(N(C=N2)C)C=C1OC)F (4-amino-3,5-difluorophenyl)(8-(6-methoxy-1-methyl-1H-benzo[d]imidazol-5-yl)indolizin-3-yl)methanone